(Z)-4-cyclopentadecen C1CC\C=C/CCCCCCCCCC1